NC=1SC(=CN1)C(=O)NC1=C(C=C(C(=C1)C(NC1=NC=C(C=C1)OC1CC1)=O)F)Cl 2-Amino-N-[2-chloro-5-[(5-cyclopropyloxypyridin-2-yl)carbamoyl]-4-fluorophenyl]-1,3-thiazole-5-carboxamide